FC=1C=C(C=C(C1)C=1C=NN(C1)C)[C@@H]1N(OCC1)C1=CC(=NC=N1)NC=1C(=CC(=C(C1)NC(C=C)=O)N1CCN(CC1)C)OC (R)-N-(5-((6-(3-(3-fluoro-5-(1-methyl-1H-pyrazol-4-yl)phenyl)isoxazolidine-2-yl)pyrimidin-4-yl)amino)-4-methoxy-2-(4-methylpiperazin-1-yl)phenyl)acrylamide